C(C1=CC=CC=C1)NC(N(C1=NC=C(C=C1)C=1C=NN(C1)C)[C@@H]1CC[C@H](CC1)NC1=NC=C(C(=N1)NCC1=NC=CN=C1)C#N)=O 3-benzyl-1-(trans-4-((5-cyano-4-((pyrazin-2-ylmethyl)amino)-pyrimidin-2-yl)amino)-cyclohexyl)-1-(5-(1-methyl-1H-pyrazol-4-yl)pyridin-2-yl)urea